C(O)C(CCCC(=O)O)(CO)CO trimethylolvaleric acid